(R)-6-(4-ethyl-2-methoxyphenyl)-5-methyl-N-(1-methylpiperidin-3-yl)-1,2,4-triazin-3-amine C(C)C1=CC(=C(C=C1)C1=C(N=C(N=N1)N[C@H]1CN(CCC1)C)C)OC